COC1=CC=C(C(C2=CC=C(C=C2)OC)(C2=CC=CC=C2)OC[C@@H]2[C@H]([C@H]([C@@H](O2)N2C(=O)N=C(NC(C3=CC=CC=C3)=O)C=C2)F)O)C=C1 5'-O-(4,4'-dimethoxytrityl)-2'-deoxy-2'-fluoro-4-N-benzoylcytidine